ClC1=CC=C(C=C1)[C@@]1(N(C(C2=CC(=CC(=C12)F)C(CC)(C1CCN(CC1)C)O)=O)CC1=NC=C(C=N1)Cl)O[C@@H]1COCC1 (3R)-3-(4-Chlorophenyl)-2-[(5-chloropyrimidin-2-yl)methyl]-4-fluoro-6-[1-hydroxy-1-(1-methylpiperidin-4-yl)propyl]-3-[(3S)-oxolan-3-yloxy]-2,3-dihydro-1H-isoindol-1-on